6,7-dihydro-5H-thieno[3,2-b]pyran-6-amine TFA salt OC(=O)C(F)(F)F.S1C=CC=2OCC(CC21)N